(di-2-pyridinamine) iron (II) perchlorate Cl(=O)(=O)(=O)[O-].[Fe+2].N1=C(C=CC=C1)N.N1=C(C=CC=C1)N.Cl(=O)(=O)(=O)[O-]